FC1(CCN(CC1)C)C1=CC(=C(C=C1)C1=CC(=NN1)NC=1N=CC(=NC1)C#N)OC 5-[[5-[4-(4-Fluoro-1-methyl-4-piperidyl)-2-methoxyphenyl]-1H-pyrazol-3-yl]amino]pyrazin-2-carbonitril